FC(C)(F)C1=NN(C(=C1C)C(=O)NC1=CC(=NC=C1)SC)CC12CC(C1)(C2)C(F)(F)F 3-(1,1-difluoroethyl)-4-methyl-N-(2-(methylthio)pyridin-4-yl)-1-((3-(trifluoromethyl)bicyclo[1.1.1]pentan-1-yl)methyl)-1H-pyrazole-5-carboxamide